OC1=CC=C(C=C1)C12OCC(CC1)CC2 1-(4-Hydroxyphenyl)-2-oxabicyclo[2.2.2]octane